[188Re]perrhenate [188Re](=O)(=O)(=O)[O-]